BrC1=CN=C2N1C=C(C=C2)N([C@H]2CN(CCC2)C(=O)OC(C)(C)C)C(=O)OC(C)(C)C tert-butyl (R)-3-((3-bromoimidazo[1,2-a]pyridin-6-yl)(tert-butoxycarbonyl)amino)piperidin-1-formate